C(C)(C)(C)OC(=O)NC1CCC(CC1)N(C(OC(C)(C)C)=O)[C@H]1[C@](C1)(C1=CC=CC=C1)F tert-butyl (4-((tert-butoxycarbonyl)amino)cyclohexyl)((trans)-2-fluoro-2-phenylcyclopropyl)carbamate